2-thiophenyl-carbamic acid S1C(=CC=C1)NC(O)=O